4-(6-(4-acrylamidophenyl)-4-aminopyrazolo[5,1-f][1,2,4]triazin-5-yl)-N-cyclobutyl-2-ethoxybenzamide C(C=C)(=O)NC1=CC=C(C=C1)C1=NN2N=CN=C(C2=C1C1=CC(=C(C(=O)NC2CCC2)C=C1)OCC)N